vinylimidazolium p-toluenesulfonate CC1=CC=C(C=C1)S(=O)(=O)[O-].C(=C)C=1NC=C[NH+]1